(1R,3S)-3-(3-((5-acetylpyrazin-2-yl)amino)-1H-pyrazol-5-yl)cyclopentyl(4-nitrophenyl) carbonate C(OC1=C(C=C(C=C1)[N+](=O)[O-])[C@H]1C[C@H](CC1)C1=CC(=NN1)NC1=NC=C(N=C1)C(C)=O)([O-])=O